C(C=C)C1C(=O)OCCCC1 α-allyl-ε-caprolactone